Cl.C1=CC=CC=2C3=CC=CC=C3C(C12)COC(NCCCN)=O (3-aminopropyl)carbamic acid 9H-fluoren-9-ylmethyl ester hydrochloride